Tert-butyl 4-[7-methoxy-4-[3-[(4-methoxyphenyl)methyl]-2,4-dioxo-hexahydropyrimidin-1-yl]-8-isoquinolyl]piperazine-1-carboxylate COC1=CC=C2C(=CN=CC2=C1N1CCN(CC1)C(=O)OC(C)(C)C)N1C(N(C(CC1)=O)CC1=CC=C(C=C1)OC)=O